2-chloro-N-[2-[[(2S)-2,6-diaminohexanoyl]amino]ethyl]-4-[[3-[3-(trifluoromethyl)-1H-pyrazol-4-yl]imidazo[1,2-a]pyrazin-8-yl]amino]benzamide ClC1=C(C(=O)NCCNC([C@H](CCCCN)N)=O)C=CC(=C1)NC=1C=2N(C=CN1)C(=CN2)C=2C(=NNC2)C(F)(F)F